(6Z)-1,1-diacetoxy-6-nonen-2-yne C(C)(=O)OC(C#CCC\C=C/CC)OC(C)=O